O1CCC(CC1)N1CCN(C2=CC=CC=C12)C(=O)N 4-(tetrahydro-2H-pyran-4-yl)-1,2,3,4-tetrahydroquinoxaline-1-carboxamide